oxa[5]azacyclododecine O1CC=CN=CC=CC=CC=C1